O=C\1N(C2=CC=CC=C2/C1=C\CCCC(=O)O)C1=CC=CC=C1 (E)-5-(2-oxo-1-phenylindolin-3-ylidene)pentanoic acid